CC(CCC1=CC=C(C=C1)CC)(C)C 1-(3,3-dimethyl-n-butyl)-4-ethylbenzene